C(C)(C)(C)OC([C@@H](C)OC1=CC=C2C(=CC(OC2=C1)=O)C1=CSC=C1C)=O (R)-2-((4-(4-methylthiophene-3-yl)-2-oxo-2H-chromen-7-yl)oxy)propanoic acid tert-butyl ester